C(COCCOCCOCCOCC#C)N1N=CC(=C1)C(=O)O 1-(3,6,9,12-Tetraoxapentadec-14-yn-1-yl)-1H-pyrazole-4-carboxylic acid